CC1=CC=C(C=N1)CON1C(C2=CC=CC=C2C1)=O (6-methyl[pyridin-3-yl]methoxy)isoindolin-1-one